(3S)-1-[2-(benzyloxy)ethyl]-3-[(tert-butyldimethylsilyl)oxy]pyrrolidine C(C1=CC=CC=C1)OCCN1C[C@H](CC1)O[Si](C)(C)C(C)(C)C